C(C=C)(=O)N1C(C2=CC=CC(=C2CC1)C1=C2C=C(NC2=C(C=C1F)C(=O)N)C)C1CC1 4-(2-propenoyl-1-cyclopropyl-1,2,3,4-tetrahydroisoquinolin-5-yl)-5-fluoro-2-methyl-1H-indole-7-carboxamide